ClC=1C=C(C=CC1)C1N(CCC1)C1=NC=2N(C=C1)N=CC2C(=O)O 5-(2-(3-chlorophenyl)pyrrolidin-1-yl)pyrazolo[1,5-a]Pyrimidine-3-carboxylic acid